4-ethoxy-N-(2-methyl-2H-indazol-5-yl)-2-(3-(methylamino)pyrrolidin-1-yl)pyrimidine-5-carboxamide hydrochloride Cl.C(C)OC1=NC(=NC=C1C(=O)NC1=CC2=CN(N=C2C=C1)C)N1CC(CC1)NC